FC1=C(OC2=NC(=NC=C2)NCC2=C(N=NN2C)C2=CC=C(C(=N2)C)O[C@@H]2C[C@H](CCC2)C(=O)O)C=CC(=C1)F (1S,3S)-3-((6-(5-(((4-(2,4-difluoro-phenoxy)pyrimidin-2-yl)amino)methyl)-1-methyl-1H-1,2,3-triazol-4-yl)-2-methyl-pyridin-3-yl)oxy)cyclohexane-1-carboxylic acid